(R)-(+)-2,2-bis(diphenylphosphino)-1,1-binaphthyl C1=CC=C(C=C1)P(C2=CC=CC=C2)C3=C(C4=CC=CC=C4C=C3)C5=C(C=CC6=CC=CC=C65)P(C7=CC=CC=C7)C8=CC=CC=C8